C(C)(=O)OCOC=1C(=NC=CC1OC)C(=O)N[C@@H](C)C(=O)OC(C)CC(C)C 4-methylpentan-2-yl N-{[3-(acetoxymethoxy)-4-methoxypyridin-2-yl] carbonyl}-L-alaninate